NCCC=1C=CC(=NC1)C1=C(C=C(C#N)C=C1)CN1C=NC(=C1)C1=CC=C(C=C1)C 4-[5-(2-aminoethyl)pyridin-2-yl]-3-[[4-(4-methylphenyl)imidazol-1-yl]methyl]benzonitrile